ls-2,4-dichloro-5-formylfluorobenzene ClC1=C(C=C(C(=C1)Cl)C=O)F